1-[3-chloro-5-[(2-chlorophenyl)methoxy]phenyl]-5-(2-methoxy-3-pyridyl)-3-(3-pyridyl)pyrimidine-2,4-dione ClC=1C=C(C=C(C1)OCC1=C(C=CC=C1)Cl)N1C(N(C(C(=C1)C=1C(=NC=CC1)OC)=O)C=1C=NC=CC1)=O